(piperazin-1-yl)-[1,1':3',1''-terphenyl] N1(CCNCC1)C1=C(C=CC=C1)C1=CC(=CC=C1)C1=CC=CC=C1